FC=1C=CC2=C(C(C3(CCNCC3)O2)N)C1 5-fluoro-3H-spiro[benzofuran-2,4'-piperidin]-3-amine